CO\C=C(\C(=O)OC)/OC1=C(C=CC(=C1)C1=CC=CC=C1)C methyl (Z)-3-methoxy-2-(2-methyl-5-phenyl-phenoxy)prop-2-enoate